isopropyl-[2,4'-bipyridine] C(C)(C)C=1C(=NC=CC1)C1=CC=NC=C1